tert-butyl (4-(5-chloro-4-(4-(4-chlorobenzyl)-piperazine-1-carbonyl)pyridin-2-yl)thiazol-2-yl)(methyl-d3)carbamate ClC=1C(=CC(=NC1)C=1N=C(SC1)N(C(OC(C)(C)C)=O)C([2H])([2H])[2H])C(=O)N1CCN(CC1)CC1=CC=C(C=C1)Cl